4,5,6,7-tetrahydrobenzothiazol-4-ol S1C=NC2=C1CCCC2O